ethyl-2-(4-bromo-2-nitrobenzoyl)-3-(dimethylamino)acrylate C(C)OC(C(=CN(C)C)C(C1=C(C=C(C=C1)Br)[N+](=O)[O-])=O)=O